C12(CC3CC(CC(C1)C3)C2)C(C(=O)O)=O adamantan-1-yl-glyoxylic acid